ClC=1C=2N(C=CC1)N=C(C2)[C@@H]2N(CCC1=C2N=CN1)C(=O)C1=C(N=C(O1)C(C)(C)O)C(F)F (R)-(4-(4-chloropyrazolo[1,5-a]pyridin-2-yl)-6,7-dihydro-1H-imidazo[4,5-c]pyridin-5(4H)-yl)(4-(difluoromethyl)-2-(2-hydroxypropan-2-yl)oxazol-5-yl)methanone